CC1(CCCC1)C1=CC=CC=C1 4-(1-methyl-cyclopentyl)benzene